N(C1=CC=CC=C1)C(C[Si](OC)(OC)OC)C β-anilinopropyltrimethoxysilane